1,9-bis(pentadec-8-yl) 5-methyleneazelate C=C(CCCC(=O)OC(CCCCCCC)CCCCCCC)CCCC(=O)OC(CCCCCCC)CCCCCCC